S12(C=NC=C1N2)=O Thiazole-lactam